ClC1=NC=C(C(=N1)NC1=CC(=C(C=C1)OCC#C)C)F 2-Chloro-5-fluoro-N4-[3-methyl-4-(prop-2-ynyloxy)phenyl]-4-pyrimidineamine